FC1=CC(=CC2=C(N(N=C12)C)C(C)C)C1=CC(=NC=C1)NC(=O)[C@@H]1C[C@@H](CCC1)NC(=O)N1CCC1 N-((1R,3S)-3-((4-(7-fluoro-3-isopropyl-2-methyl-2H-indazol-5-yl)pyridin-2-yl)carbamoyl)cyclohexyl)azetidine-1-carboxamide